7-((5S)-1-(4-amino-7-chloro-1-methyl-1H-pyrazolo[4,3-c]quinoline-8-carbonyl)-5-methylpiperidin-2-yl)spiro[benzo[b][1,4]oxazine-2,1'-cyclopropan]-3(4H)-one NC1=NC=2C=C(C(=CC2C2=C1C=NN2C)C(=O)N2C(CC[C@@H](C2)C)C=2C=CC1=C(OC3(CC3)C(N1)=O)C2)Cl